3-isopropyl-5-methyl-pyrazol C(C)(C)C1=NNC(=C1)C